ClC1=NC=CC(=C1)S(=O)(=O)N(CC1=CC=C(C=C1)OC)CC1=CC=C(C=C1)OC 2-chloro-N,N-bis(4-methoxybenzyl)pyridine-4-sulfonamide